NCC12CC(C1)(C2)O 3-(aminomethyl)bicyclo[1.1.1]pentan-1-ol